4-cyclobutyl-5-(4-fluorophenyl)-1-methyl-1H-pyrazol-3-amine C1(CCC1)C=1C(=NN(C1C1=CC=C(C=C1)F)C)N